COC1=CC=C(COCCC=O)C=C1 3-((4-Methoxybenzyl)oxy)propanal